F[C@@H]1CN(CC[C@@H]1NC1=C2C=C(N(C2=CC=C1)CC(F)(F)F)C1=NN=C(S1)CNC(=O)C1CC1)C N-{[5-(4-{[(3R,4S)-3-fluoro-1-methylpiperidin-4-yl]amino}-1-(2,2,2-trifluoroethyl)-1H-indol-2-yl)-1,3,4-thiadiazol-2-yl]methyl}cyclopropanecarboxamide